CNC(=O)C1=C(OC2=C1C=CC=C2)C N,2-dimethyl-benzofuran-3-formamide